6-(4-methylbenzyl)-5-oxo-1,4,5,6-tetrahydropyrido[3,4-C][1,8]naphthyridine-3(2H)-carboxylic acid tert-butyl ester C(C)(C)(C)OC(=O)N1CC=2C(N(C=3N=CC=CC3C2CC1)CC1=CC=C(C=C1)C)=O